BrC1=C(C=CC=C1)NC1CCN(CC1)C(CNC(=O)C1=NOC(=C1)C1=CC=CC=C1)=O 5-Phenyl-isoxazole-3-carboxylic acid {2-[4-(2-bromo-phenylamino)-piperidin-1-yl]-2-oxo-ethyl}-amide